F[C@H]1CN(CC1)CC(=O)NC=1N=CC2=CC=C(C=C2C1)C=1C=NN(C1)C (R)-2-(3-fluoropyrrolidin-1-yl)-N-(6-(1-methyl-1H-pyrazol-4-yl)isoquinolin-3-yl)acetamide